5-amino-3-tert-butyl-pyrazol-1-carboxylic acid {4-[5-(tetrahydrofuran-2-ylmethoxy)-benzimidazol-1-yl]-phenyl}-amide O1C(CCC1)COC1=CC2=C(N(C=N2)C2=CC=C(C=C2)NC(=O)N2N=C(C=C2N)C(C)(C)C)C=C1